o-fluorophenylthiophenic acid FC1=C(C=CC=C1)C1=C(SC=C1)C(=O)O